O=C1N(CCC12CCN(CC2)CC(=O)O)CCC2=NC=1NCCCC1C=C2 2-(1-oxo-2-(2-(5,6,7,8-tetrahydro-1,8-naphthyridin-2-yl)ethyl)-2,8-diazaspiro[4.5]decan-8-yl)acetic acid